3-(((1-methyl-4,5-dihydro-1H-imidazol-2-yl)thio)methyl)-5H-thiazolo[2,3-b]quinazoline CN1C(=NCC1)SCC1=CSC2=NC3=CC=CC=C3CN21